dicyclopentadienedimethanol diacrylate C=CC(=O)OCC1CCC2C1C3CC(C2C3)COC(=O)C=C